5-bromo-2-iodobenzene-1,3-diol BrC=1C=C(C(=C(C1)O)I)O